bis[bis[2-methyl-adamantylacetyloxymethoxyphenyl]phenylsulfonium] perfluorobutane-1-carboxylate FC(C(C(C(F)(F)F)(F)F)(F)F)(C(=O)[O-])F.CC1C2(CC3CC(CC1C3)C2)CC(=O)OCOC2=C(C=CC=C2)[S+](C2=CC=CC=C2)C2=C(C=CC=C2)OCOC(CC23C(C1CC(CC(C2)C1)C3)C)=O.CC3C1(CC2CC(CC3C2)C1)CC(=O)OCOC1=C(C=CC=C1)[S+](C1=CC=CC=C1)C1=C(C=CC=C1)OCOC(CC12C(C3CC(CC(C1)C3)C2)C)=O.FC(C(C(C(F)(F)F)(F)F)(F)F)(C(=O)[O-])F